C1(CC1)C(COC1=NN(C=C1)C(=O)OC(C)(C)C)C1CC1 tert-butyl 3-(2,2-dicyclopropylethoxy)pyrazole-1-carboxylate